1-(5-(6-amino-5-bromopyridin-3-yl)-1,3,4-oxadiazol-2-yl)piperidin-4-ol NC1=C(C=C(C=N1)C1=NN=C(O1)N1CCC(CC1)O)Br